8-(4-chloro-2-fluorophenyl)-2,3-dimethyl-6-[(2R,4R)-2-(2-methylpyrimidin-5-yl)oxan-4-yl]-3H,4H-pyrimido[5,4-d][1,3]diazin-4-one ClC1=CC(=C(C=C1)C1=NC(=NC2=C1N=C(N(C2=O)C)C)[C@H]2C[C@@H](OCC2)C=2C=NC(=NC2)C)F